4-METHOXY-3-(PIPERAZIN-1-YLMETHYL)BENZALDEHYDE COC1=C(C=C(C=O)C=C1)CN1CCNCC1